COC1=C(C=CC(=C1)C=CC(F)(F)F)[N+](=O)[O-] 2-Methoxy-1-nitro-4-(3,3,3-trifluoropropenyl)benzene